C(C)(C)(C)OC(C[C@H](NC(OCC1=CC=CC=C1)=O)C(NC(C(NCC=1C=C(OCCC2CN(CCC2)C(=O)OC(C)(C)C)C=CC1C)=O)CCC1=NC=CN=C1)=O)=O tert-butyl 3-(2-(3-((5S)-5-(2-(tert-butoxy)-2-oxoethyl)-3,6,9-trioxo-1-phenyl-8-(2-(pyrazin-2-yl)ethyl)-2-oxa-4,7,10-triazaundecan-11-yl)-4-methylphenoxy)ethyl)piperidine-1-carboxylate